CN1N=CC(=C1)NC1=NC=C(C(=N1)NCC1CCOCC1)C(=O)N 2-((1-methyl-1H-pyrazol-4-yl)amino)-4-(((tetrahydro-2H-pyran-4-yl)methyl)amino)pyrimidin-5-carboxamide